C(N)(=O)C=1N(N=C2C1N=CC=C2C2CCN(CC2)C(=O)OC(C)(C)C)C2=CC=C(C=C2)OC2=CC(=CC=C2)C(F)(F)F tert-butyl 4-(3-carbamoyl-2-{4-[3-(trifluoromethyl)phenoxy]phenyl}-2H-pyrazolo[4,3-b]pyridin-7-yl)piperidine-1-carboxylate